ClC1=CC=C(OC2=NC=3N(C(N(C(C3N2CC2=CC=C(C=C2)F)=O)CCCO)=O)C)C=C1 8-(4-chlorophenoxy)-7-(4-fluorobenzyl)-1-(3-hydroxypropyl)-3-methyl-1H-purine-2,6(3H,7H)-dione